1-(4-(4-(isopropylamino)-6-(6-(trifluoromethyl)-pyridin-2-yl)-1,3,5-triazin-2-ylamino)pyridin-2-yl)cyclopropanecarbonitrile C(C)(C)NC1=NC(=NC(=N1)C1=NC(=CC=C1)C(F)(F)F)NC1=CC(=NC=C1)C1(CC1)C#N